vinyl-phenyl-carboxylic acid C(=C)C1=C(C=CC=C1)C(=O)O